ClCC(CSC=1SC=C(N1)C1=CC=C(S1)C(=O)N)O 5-[2-[(3-chloro-2-hydroxypropyl)thio]-4-thiazolyl]-2-thiophenecarboxamide